1,5-bis(4-dodecyloxy-3-methoxyphenyl)-3-oxo-1,5-pentanedisulfonic Acid C(CCCCCCCCCCC)OC1=C(C=C(C=C1)C(CC(CC(S(=O)(=O)O)C1=CC(=C(C=C1)OCCCCCCCCCCCC)OC)=O)S(=O)(=O)O)OC